6-(4-(4-isopropylpiperazin-1-yl)phenyl)-N2,N2,1-trimethyl-N4-(1-(methylsulfonyl)piperidin-4-yl)-1H-benzo[d]imidazole-2,4-diamine C(C)(C)N1CCN(CC1)C1=CC=C(C=C1)C=1C=C(C2=C(N(C(=N2)N(C)C)C)C1)NC1CCN(CC1)S(=O)(=O)C